BrC1=C(C=CC=C1)[C@@H]1[C@H](C1)C(=O)OCC ethyl (1S,2S)-2-(2-bromophenyl)cyclopropane-1-carboxylate